FC=1C=C2C(=C(C=NC2=C(C1OC)F)C(=O)N1CCN(CC1)C(=O)NCC)N1CCC2(OCCO2)CC1 4-(6,8-difluoro-7-methoxy-4-(1,4-dioxa-8-azaspiro[4.5]decan-8-yl)quinoline-3-carbonyl)-N-ethylpiperazine-1-carboxamide